ClC=1C=C(C=CC1F)NC(N([C@H](C)C1=CNC(C2=CC=CC=C12)=O)CCC(=O)NC)=O |r| Racemic-3-(3-(3-chloro-4-fluorophenyl)-1-(1-(1-oxo-1,2-dihydroisoquinolin-4-yl)ethyl)ureido)-N-methylpropanamide